N1N=CC(=C1)C1=CC=C(C=C1)N1CCC(CC1)C(=O)NC1=CC=CC=C1 1-(4-(1H-pyrazol-4-yl)phenyl)-N-phenylpiperidine-4-Carboxamide